CN([C@@H](C(C)C)C(=O)N[C@@H](CC1=CC=C(C=C1)O)C(=O)O)C(=O)OC(C)(C)C methyl-(t-butoxycarbonyl)-L-valyl-L-tyrosine